lithium 2,3,7,8-tetraoxo-1,4,6,9-tetraoxa-5-boraspiro[4.4]nonan-5-uide O=C1O[B-]2(OC1=O)OC(C(O2)=O)=O.[Li+]